BrC1=C(C#N)C=C(C=C1)C1=NOC(=N1)C 2-bromo-5-(5-methyl-1,2,4-oxadiazol-3-yl)benzonitrile